(S)-2-dimethylamino-3-phenylpropionamide CN([C@H](C(=O)N)CC1=CC=CC=C1)C